ClC1=CC(=C2C(=N1)N(N=N2)[C@H]2[C@@H]([C@@H]([C@H](O2)CO[C@@](CO)(C)P(O)(O)=O)O)O)NC2CCCC2 ((S)-2-(((2R,3S,4R,5R)-5-(5-chloro-7-(cyclopentylamino)-3H-[1,2,3]triazolo[4,5-b]pyridin-3-yl)-3,4-dihydroxytetrahydrofuran-2-yl)methoxy)-1-hydroxypropan-2-yl)phosphonic acid